[Cl-].C(CCC)N1C=NC=C1 1-n-butyl-imidazole chloride salt